C1(CCCC1)C1=CC=C(C=C1)C=1NC=2N(C(C1)=O)N=C(C2C(=O)N2[C@H]([C@H](C2)CF)C)C2=NC=CN=C2C 5-(4-Cyclopentylphenyl)-3-((2S,3S)-3-(fluoromethyl)-2-methylazetidine-1-carbonyl)-2-(3-methylpyrazin-2-yl)pyrazolo[1,5-a]pyrimidin-7(4H)-one